NC1=NC(=C(C2=C1N=C(N2CC(CO)(CO)C)CC(F)(F)F)C)C 2-((4-amino-6,7-dimethyl-2-(2,2,2-trifluoroethyl)-1H-imidazo[4,5-c]pyridin-1-yl)methyl)-2-methylpropane-1,3-diol